bis-di-tert-butyl-dichloro-(4-dimethylaminophenyl)palladium (II) phosphorus [P+3].C(C)(C)(C)[Pd-3](C1=CC=C(C=C1)N(C)C)(Cl)(Cl)C(C)(C)C.C(C)(C)(C)[Pd-3](C1=CC=C(C=C1)N(C)C)(Cl)(Cl)C(C)(C)C.[P+3]